5-fluoro-2-formyl-1H-pyrrole-3-carboxylic acid FC1=CC(=C(N1)C=O)C(=O)O